2-(triisopropylsilyl)-3H-imidazo[4,5-b]pyridine-6-carbaldehyde C(C)(C)[Si](C1=NC=2C(=NC=C(C2)C=O)N1)(C(C)C)C(C)C